CC1=CC(=NN1)NC1=NC(=NC2=CC(=CC=C12)OCC1COC1)NC1CC2CCCC(C1)N2CCC#N 3-((3-Exo)-3-((4-((5-methyl-1H-pyrazol-3-yl)amino)-7-(oxetan-3-ylmethoxy)quinazolin-2-yl)amino)-9-azabicyclo[3.3.1]nonan-9-yl)propionitrile